(2-chlorophenyl)diphenylmethyl chloride ClC1=C(C=CC=C1)C(C1=CC=CC=C1)(C1=CC=CC=C1)Cl